monophosphine oxygen [O].P